ethylenediamine calcium acetate C(C)(=O)[O-].[Ca+2].C(CN)N.C(C)(=O)[O-]